(R)-2,8-dimethyl-4-((1-(2-methyl-3-(trifluoromethyl)phenyl)prop-2-yn-1-yl)amino)-6-(1-methylcyclopropyl)pyrido[4,3-d]pyrimidin-7(6H)-one CC=1N=C(C=2C(N1)=C(C(N(C2)C2(CC2)C)=O)C)N[C@H](C#C)C2=C(C(=CC=C2)C(F)(F)F)C